C(=O)C=1N=CN(C1)C1=CC(=C(C=N1)C#N)OC 6-(4-formyl-1H-imidazol-1-yl)-4-methoxypyridine-3-carbonitrile